N'-(2-(4-isobutylphenyl)propanoyl)benzenesulfonohydrazide C(C(C)C)C1=CC=C(C=C1)C(C(=O)NNS(=O)(=O)C1=CC=CC=C1)C